CC12CC3(CC(CC(C1)(C3)C)C2)CN2N=CC=C2 1-((3,5-dimethyltricyclo[3.3.1.13,7]dec-1-yl)methyl)-1H-pyrazole